O=C1N(CC2=CC(=CC=C12)C1=CC(=C2C(=N1)C=NN2)CN2CCCC2)C2C(NC(CC2)=O)=O 3-(1-oxo-5-(7-(pyrrolidin-1-ylmethyl)-1H-pyrazolo[4,3-b]pyridin-5-yl)isoindolin-2-yl)piperidine-2,6-dione